ClC=1C(=C(N=NC1)C)C(=O)N[C@@H](CCOCCCCC1=NC=2NCCCC2C=C1)C(=O)O N-(5-chloro-3-methylpyridazine-4-carbonyl)-O-(4-(5,6,7,8-tetrahydro-1,8-naphthyridin-2-yl)butyl)homoserine